3-(4-fluoro-3-(trifluoromethyl)phenyl)-1-(2-fluoroethyl)-5-(2-(3-fluoropyrrolidin-1-yl)-2-oxoethyl)-1H-pyrrolo[3,2-c]pyridin-4(5H)-one FC1=C(C=C(C=C1)C1=CN(C2=C1C(N(C=C2)CC(=O)N2CC(CC2)F)=O)CCF)C(F)(F)F